C(C)(C)(C)C1CCC=2C(=CN(C2C1)S(=O)(=O)C1=CC=C(C)C=C1)S(=O)(=O)NC1=C(C=C(C=C1)C#N)F 6-(tert-butyl)-N-(4-cyano-2-fluorophenyl)-1-tosyl-4,5,6,7-tetrahydro-1H-indole-3-sulfonamide